FC(C1=NOC=C1C(=O)N)(F)F 3-(trifluoromethyl)isoxazole-4-carboxamide